N-(1-hydroxy-prop-2-yl)-2-(1-methyl-1H-pyrazol-4-yl)-3-oxo-6-[4-(trifluoromethoxy)phenyl]-2,3-dihydropyridazine-4-carboxamide OCC(C)NC(=O)C=1C(N(N=C(C1)C1=CC=C(C=C1)OC(F)(F)F)C=1C=NN(C1)C)=O